CNC1=CC=C(C=C1)O.CNC1=CC=C(C=C1)O.OS(=O)(=O)O p-methylaminophenol sulfate